O=C1NC(CCC1N1C(C2=CC=C(C=C2C1=O)N1C[C@H]2[C@H](CC1)CN(C2)C2CCC(CC2)C(=O)O)=O)=O 4-((3aS,7aS)-5-(2-(2,6-dioxopiperidin-3-yl)-1,3-dioxoisoindolin-5-yl)octahydro-2H-pyrrolo[3,4-c]pyridin-2-yl)cyclohexane-1-carboxylic acid